NC1CCC(CC1)CC1CCC(CC1)N di-(4-aminocyclohexyl)methane